O1[C@H](COC2=C1C=CC=C2)C2=CC=C(CN(C1CCCCC1)C)C=C2 N-{4-[(2S)-2,3-dihydro-1,4-benzodioxin-2-yl]benzyl}-N-methylcyclohexanamine